COC(C(C)(C)OC=C(C)C1=CC=C(C=C1)OC)=O ((2-(4-methoxyphenyl)prop-1-en-1-yl)oxy)-2-methylpropanoic acid methyl ester